FC(COC1=NC=CC(=C1)CNC(=O)N[C@H]1[C@@H](C1)C1=CC=CC=C1)CF 1-[[2-(2,3-difluoropropoxy)pyridin-4-yl]methyl]-3-[(1R,2S)-2-phenylcyclopropyl]urea